(R)-(3-Aminopiperidin-1-yl)(2-(1-(cyclopropylmethyl)-6-methoxy-1H-indol-2-yl)-1-methyl-1H-benzo[d]imidazol-5-yl)methanon N[C@H]1CN(CCC1)C(=O)C1=CC2=C(N(C(=N2)C=2N(C3=CC(=CC=C3C2)OC)CC2CC2)C)C=C1